[N-[4-amino-5-[6-(difluoromethoxy)pyridine-3-carbonyl]thiazol-2-yl]-3-chloro-4-(difluoromethoxy)anilino]propanamide NC=1N=C(SC1C(=O)C=1C=NC(=CC1)OC(F)F)N(C1=CC(=C(C=C1)OC(F)F)Cl)C(C(=O)N)C